1,3,4,5-tetrahydro-2H-benzo[b][1,4]diazepin-2-one N1C2=C(NCCC1=O)C=CC=C2